CC1=C(C=CC=C1)C=1NC(=NN1)S 5-(2-methylphenyl)-4H-[1,2,4]-triazole-3-thiol